P(OCC)([O-])=O.[Cu+2].C(C)OP([O-])=O copper ethyl phosphonate